7-methylpyrido[3',2':5,6]pyrimido[1,2-a]indole CC1=C2N(C3=CC=CC=C13)C1=C(C=N2)C=CC=N1